1,4-bis(isobutyryloxy)naphthalene C(C(C)C)(=O)OC1=CC=C(C2=CC=CC=C12)OC(C(C)C)=O